para-toluenesulfonic acid pyridinium [NH+]1=CC=CC=C1.CC1=CC=C(C=C1)S(=O)(=O)O